C(N)(=N)C1=CC(=CS1)C=1C=C(C=CC1)NC(C(C)(OC1=CC=C(C=C1)C(F)(F)F)C)=O N-(3-(5-carbamimidoylthiophen-3-yl)phenyl)-2-methyl-2-(4-(trifluoromethyl)phenoxy)propanamide